Ethyl (S)-3-(5-cyclopropyl-4-fluoro-2'-(hex-5-en-1-yl)-6'-methyl-[1,1'-biphenyl]-3-yl)-3-((R)-2-hydroxypent-4-enamido)propanoate C1(CC1)C=1C(=C(C=C(C1)C1=C(C=CC=C1C)CCCCC=C)[C@H](CC(=O)OCC)NC([C@@H](CC=C)O)=O)F